C(#N)C1=CNC2=C(C=CC(=C12)C)C1=C(C=CC(=C1)[N+](=O)[O-])S(=O)(=O)N (3-cyano-4-methyl-1H-indol-7-yl)-4-nitrobenzenesulfonamide